1-(2,4-Diethoxy-6-hydroxyphenyl)-3-(4-methoxyphenyl)prop-2-en-1-one C(C)OC1=C(C(=CC(=C1)OCC)O)C(C=CC1=CC=C(C=C1)OC)=O